CN(C)CC1CCC2=CC=3CCCC3C(=C12)NC(=O)N=S(=O)(N)C=1C=NN2C1OCCC2 N'-((3-((dimethylamino)methyl)-1,2,3,5,6,7-hexahydro-s-indacen-4-yl)carbamoyl)-6,7-dihydro-5H-pyrazolo[5,1-b][1,3]oxazine-3-sulfonimidamide